ClC1=C(N=C(NC1=O)C1=CC=NC=C1)N1CCN(CCC1)S(=O)(=O)C 5-chloro-4-(4-methylsulfonyl-1,4-diazepan-1-yl)-2-(4-pyridinyl)-1H-pyrimidin-6-one